C(#N)C=1C=CC2=C(N(C(=N2)NC(C[C@](C)(C2=CC=CC=C2)O)=O)C2(CCC2)C)C1 (R)-N-(6-cyano-1-(1-methylcyclobutyl)-1H-benzo[d]imidazol-2-yl)-3-hydroxy-3-phenylbutanamide